C1(CCCCC1)C(C(=O)NC1CCCCC1)N1C(=NC2=C1C=CC=C2)C=2C(=NC=CC2)OC 2,N-dicyclohexyl-2-[2-(2-methoxy-pyridin-3-yl)-benzoimidazol-1-yl]-acetamide